tert-Butyl-(±)-trans-4-phenyl-N-(3-{[6-(trifluoromethyl)pyridin-3-yl]oxy}phenyl)pyrrolidine-3-carboxamide C(C)(C)(C)N1C[C@H]([C@@H](C1)C1=CC=CC=C1)C(=O)NC1=CC(=CC=C1)OC=1C=NC(=CC1)C(F)(F)F |r|